5-bromo-4,7-difluoro-2,3-dihydrobenzofuran BrC=1C=C(C2=C(CCO2)C1F)F